BrC1=C(C2=C(C(OC2)=O)C=C1)I 5-bromo-4-iodo-1,3-dihydro-2-benzofuran-1-one